C(ON1C(C2=CC=CC=C2C1=O)=O)(OC1CC(N(C(C1)(C)C)O)(C)C)=O 1,3-dioxoisoindolin-2-yl (1-oxyl-2,2,6,6-tetramethylpiperidin-4-yl) carbonate